(R)-4-((dimethylamino)methyl)-N'-(4-fluoro-2,6-diisopropylphenyl-carbamoyl)benzenesulfonimidamide cyclohexyl-(2-amino-5-(thiophen-2-yl)phenyl)carbamate C1(CCCCC1)N(C(O)=O)C1=C(C=CC(=C1)C=1SC=CC1)N.CN(C)CC1=CC=C(C=C1)[S@@](=O)(N)=NC(NC1=C(C=C(C=C1C(C)C)F)C(C)C)=O